FC(C)(F)C=1C=C2C(=NN(C(C2=CC1)=O)CC(=O)OCC)C(C)C ethyl 2-(6-(1,1-difluoroethyl)-4-isopropyl-1-oxophthalazin-2(1H)-yl)acetate